C(#N)CC1(CN(CC1)C(=O)OC(C)(C)C)O tert-butyl 3-(cyanomethyl)-3-hydroxypyrrolidine-1-carboxylate